3-[[4-(2,3-dihydroxypropylthiomethyl)phenyl]methylthio]propane-1,2-diol OC(CSCC1=CC=C(C=C1)CSCC(CO)O)CO